The molecule is 1,3-Dimethylxanthine in which the hydrogen at position 8 is substituted by chlorine. It has a role as a central nervous system stimulant. It is a member of purines and an organochlorine compound. It is a conjugate acid of an 8-chlorotheophylline(1-). CN1C2=C(C(=O)N(C1=O)C)NC(=N2)Cl